OC(CC(CCO)NC(OC(C)(C)C)=O)C tert-Butyl N-[3-hydroxy-1-(2-hydroxyethyl)butyl]carbamate